sodium (±)-10-camphorsulfonate C12(C(=O)CC(CC1)C2(C)C)CS(=O)(=O)[O-].[Na+]